(3-chloro-6-hydroxybenzo[b]thiophen-2-yl)(4-fluoro-2,6-dimethylphenyl)methanone ClC=1C2=C(SC1C(=O)C1=C(C=C(C=C1C)F)C)C=C(C=C2)O